C(C)OC(C1=CC=C(C=C1)N1[C@@H](C[C@@H](C1)OC1=CC=C(C=C1)C(F)(F)F)COCC)=O 4-((2S,4S)-2-(ethoxymethyl)-4-(4-(trifluoromethyl)phenoxy)pyrrolidin-1-yl)benzoic acid ethyl ester